[B].COC1=CC=CC=2C3=CC=CC=C3C(C(C12)=O)=O 1-methoxy-9,10-phenanthrenequinone boron